C(C)(C)(C)C=1N=CN(C1)C(=O)NC(C)CC(C)C 4-(tert-Butyl)-N-(4-methylpentan-2-yl)-1H-imidazole-1-carboxamide